FC1=CC(=C(C=C1)C1=CC=C(C=N1)CCN)OC=1N(N=C(C1)N1CCCC1)C 2-[6-[4-fluoro-2-(2-methyl-5-pyrrolidin-1-ylpyrazol-3-yl)oxyphenyl]pyridin-3-yl]ethanamine